FC(S(=O)(=O)OC=1C=2N(C=CC1)N=CC2)(F)F Pyrazolo[1,5-a]Pyridin-4-yl trifluoromethanesulfonate